NC1=NC=2C=CC=C(C2C2=C1N=C(N2CC(C)C)COCC)OCCC(C)(O)C 4-((4-Amino-2-(ethoxymethyl)-1-isobutyl-1H-imidazo[4,5-c]quinolin-9-yl)oxy)-2-methyl-2-butanol